2-(5-methoxy-1,2,3,4-tetrahydronaphthalen-1-yl)ethanamine COC1=C2CCCC(C2=CC=C1)CCN